N-(3,4-dichlorophenyl)-2-(2-methyl-6-(quinoline-3-yl)nicotinoyl)hydrazine ClC=1C=C(C=CC1Cl)NNC(C1=C(N=C(C=C1)C=1C=NC2=CC=CC=C2C1)C)=O